C(C)(C)N1C=2C3=C(C(=NN3CC(C1=O)C)C1=NNC=C1)N=C(C2)N2[C@@H](COCC2)C 6-isopropyl-8-methyl-4-((R)-3-methylmorpholino)-2-(1H-pyrazol-3-yl)-8,9-dihydro-1,3,6,9a-tetraazabenzo[cd]azulene-7(6H)-one